2-fluoro-6-(2-{[(2S)-1-[(2S,4R)-4-hydroxy-2-({[4-(4-methyl-1,3-thiazol-5-yl)phenyl]methyl}carbamoyl)pyrrolidin-1-yl]-3,3-dimethyl-1-oxobutan-2-yl]carbamoyl}ethyl)phenylboronic acid FC1=C(C(=CC=C1)CCC(N[C@H](C(=O)N1[C@@H](C[C@H](C1)O)C(NCC1=CC=C(C=C1)C1=C(N=CS1)C)=O)C(C)(C)C)=O)B(O)O